1-(4-bromo-2-nitro-phenyl)piperidine BrC1=CC(=C(C=C1)N1CCCCC1)[N+](=O)[O-]